(2S,3S,4R)-4-{2-[(Cyclopropylmethyl)amino]ethyl}-2-(1,3-oxazol-4-yl)-2,3,4,9-tetrahydro-1H-carbazol-3-amine C1(CC1)CNCC[C@H]1[C@@H]([C@H](CC=2NC3=CC=CC=C3C12)C=1N=COC1)N